7-(diethylamino)-N'-(4-(diethylamino)-2-hydroxybenzylidene)-2-oxo-2H-chromen-3-carbohydrazide C(C)N(C1=CC=C2C=C(C(OC2=C1)=O)C(=O)NN=CC1=C(C=C(C=C1)N(CC)CC)O)CC